(R)-3-hydroxy-1-methyl-3-((3-(4-phenylpyrido[3,2-d]pyrimidin-6-yl)phenyl)ethynyl)pyrrolidin-2-one O[C@@]1(C(N(CC1)C)=O)C#CC1=CC(=CC=C1)C=1C=CC=2N=CN=C(C2N1)C1=CC=CC=C1